COC=1C(=NC=C(C1C)B1OC(C(O1)(C)C)(C)C)C#N 3-methoxy-4-methyl-5-(4,4,5,5-tetramethyl-1,3,2-dioxaborolan-2-yl)picolinonitrile